CC=1C=C(C=C(C1)C)NC(=S)N N-(3,5-dimethylphenyl)thiourea